FC(C(=O)O)(F)F.FC(C(=O)O)(F)F.FC(C(=O)O)(F)F.COC=1C=C(C=CC1OC)C1=NC2=C(N1)C=C(C=C2C)C2C[C@H](N(CC2)C2CCNCC2)CC(C)C 2-(3,4-dimethoxyphenyl)-6-(r-isobutyl-[1,4'-bipiperidin]-4-yl)-4-methyl-1H-benzo[d]imidazole tris(2,2,2-trifluoroacetate)